bis{4-(4-phenylnaphthalen-2-yl)phenyl}amine C1(=CC=CC=C1)C1=CC(=CC2=CC=CC=C12)C1=CC=C(C=C1)NC1=CC=C(C=C1)C1=CC2=CC=CC=C2C(=C1)C1=CC=CC=C1